COC(CCC(C(C)(C)C)=O)=O 5,5-dimethyl-4-oxohexanoic acid methyl ester